FC=1C=C2C(=NC1)C(=CN2COCC[Si](C)(C)C)I 6-fluoro-3-iodo-1-{[2-(trimethylsilyl)ethoxy]methyl}-1H-pyrrolo[3,2-b]pyridine